CC=1C=C(C=C)C=CC1 (Z)-3-methyl-styrene